C(C)(C)(C)OC(=O)N1CC(CCC1)C 3-methylpiperidine-1-carboxylic acid tert-butyl ester